ClC1=C(C=CC=C1C1=NC=CC(=C1Cl)C1=NC(=C(C=C1)CNC[C@H]1NC(CC1)=O)OC)NC(C1=NC=C(C(=C1)OC)CN1CC(C1)COC)=O (S)-N-(2-chloro-3-(3'-chloro-6-methoxy-5-((((5-oxopyrrolidin-2-yl)methyl)amino)methyl)-[2,4'-bipyridin]-2'-yl)phenyl)-4-methoxy-5-((3-(methoxymethyl)azetidin-1-yl)methyl)picolinamide